((trimethylsilanyl)methyl)zinc (II) bromide [Br-].C[Si](C)(C)C[Zn+]